CN(C1CN(CC1)C=1C=CC(=NC1)NC1=C2C(=NC(=C1)OC=1C(=CC(=NC1)C#N)C)N(C=N2)C)C 5-[7-[[5-[3-(dimethylamino)pyrrolidin-1-yl]-2-pyridinyl]amino]-3-methyl-imidazo[4,5-b]pyridin-5-yl]oxy-4-methyl-pyridine-2-carbonitrile